FC1=C(C(=O)NC2=NC(=CC=C2)C(=O)N2CC3CN(CC3C2)C)C=CC(=C1)F 2,4-difluoro-N-(6-(5-methyloctahydropyrrolo[3,4-c]pyrrole-2-carbonyl)pyridin-2-yl)benzamide